NCCCN(C(CSCCC(=O)N[C@H](CNC(CBr)=O)C(=O)O)=O)[C@H](C(C)(C)C)C=1N(C=C(C1)C1=C(C=CC(=C1)F)F)CC1=CC=CC=C1 N-[3-({2-[(3-Aminopropyl){(1R)-1-[1-benzyl-4-(2,5-difluorophenyl)-1H-pyrrol-2-yl]-2,2-dimethylpropyl}amino]-2-oxoethyl}sulfanyl)propanoyl]-3-[(bromoacetyl)amino]-D-alanin